tert-Butyl N-[5-[4-bromo-6,7-difluoro-1-(p-tolylsulfonyl)indol-5-yl]oxy-2-fluoro-phenyl]carbamate BrC1=C2C=CN(C2=C(C(=C1OC=1C=CC(=C(C1)NC(OC(C)(C)C)=O)F)F)F)S(=O)(=O)C1=CC=C(C=C1)C